4,4',4''-((1E,1'E,1''E)-cyclopropane-1,2,3-triylidenetris(cyanomethanylylidene))tris-(2,3,5,6-tetrafluorobenzonitrile) C1(C(C1=C(C#N)C1=C(C(=C(C#N)C(=C1F)F)F)F)=C(C#N)C1=C(C(=C(C#N)C(=C1F)F)F)F)=C(C#N)C1=C(C(=C(C#N)C(=C1F)F)F)F